C(C)(C)(C)OC(=O)N1C2CC2N(CC1)C1=NC=CC(=N1)OCC1=C(C=C(C=C1)C#N)F 5-(4-((4-cyano-2-fluorobenzyl)oxy)pyrimidin-2-yl)-2,5-diazabicyclo[4.1.0]heptane-2-carboxylic acid tert-butyl ester